sn-glycero-3-phosphoamine OC[C@@H](O)COP(=O)(O)N